C(C)N(CC=1C=C(C=C2CCCOC12)C=1C=C2C(=NC1)NC=C2C)CC N-ethyl-N-((6-(3-methyl-1H-pyrrolo[2,3-b]pyridin-5-yl)chroman-8-yl)methyl)ethylamine